N(=[N+]=[N-])CC(COCC1COC(OC1)(C)C)(COCC1COC(OC1)(C)C)COCC1COC(OC1)(C)C 5,5'-(((2-(azidomethyl)-2-(((2,2-dimethyl-1,3-dioxan-5-yl)methoxy)methyl)propane-1,3-diyl)bis(oxy))bis(methylene))bis(2,2-dimethyl-1,3-dioxane)